C1(CC1)C=1C(=NOC1)C(=O)N[C@H](C=1OC2=C(N1)C=C(C=C2)[C@@H](COC)N2C(N[C@@H](C2)C(F)(F)F)=O)C2CCC(CC2)(F)F 4-cyclopropyl-N-((S)-(4,4-difluorocyclohexyl)(5-((S)-2-methoxy-1-((S)-2-oxo-4-(trifluoromethyl)imidazolidin-1-yl)ethyl)benzo[d]oxazol-2-yl)methyl)isoxazole-3-carboxamide